ClC1=C(C=C(CN(C2(CCN(CC2)C(=O)N2N=C(C=C2)NC(C)=O)C)C)C=C1)C N-(1-(4-((4-Chloro-3-methylbenzyl)(methyl)amino)-4-methylpiperidine-1-carbonyl)-1H-pyrazol-3-yl)acetamide